2-(3-(2-(2-aminoethoxy)ethoxy)phenyl)-N-(5-methyl-4-(1-(1-methyl-1H-imidazole-5-carbonyl)indolin-5-yl)thiazol-2-yl)acetamide NCCOCCOC=1C=C(C=CC1)CC(=O)NC=1SC(=C(N1)C=1C=C2CCN(C2=CC1)C(=O)C1=CN=CN1C)C